(S)-Methyl 3-(1-(1-(2-(2-adamantylamino)-2-oxoethyl)-2-oxo-1,2-dihydropyridin-3-ylamino)-6-(methylamino)-1,5,6-trioxohexan-2-ylcarbamoyl)-5-nitrobenzoat C12C(C3CC(CC(C1)C3)C2)NC(CN2C(C(=CC=C2)NC([C@H](CCC(C(=O)NC)=O)NC(=O)C=2C=C(C(=O)OC)C=C(C2)[N+](=O)[O-])=O)=O)=O